N-(3-pyridylmethyl)pyridine-2-carboxamide N1=CC(=CC=C1)CNC(=O)C1=NC=CC=C1